N1-(2-(dimethylamino)ethyl)-N4-(5-fluoro-4-(1-methyl-1H-indol-3-yl)pyrimidin-2-yl)-N1,N2-dimethylbenzene-1,2,4-triamine CN(CCN(C=1C(=CC(=CC1)NC1=NC=C(C(=N1)C1=CN(C2=CC=CC=C12)C)F)NC)C)C